NC=1C=C(C(=S)N)C=CC1 3-aminothiobenzamide